2-(1-(fluoromethyl)cyclopropyl)acetic acid FCC1(CC1)CC(=O)O